2',3'-dihydro-1'H-spiro[cyclohexane-1,4'-isoquinoline] C1NCC2(C3=CC=CC=C13)CCCCC2